SC1=C(C(=O)NCC)C=CC=C1F Sulfanyl-N-ethyl-3-fluorobenzamide